C(#N)C=1C=2N(C=C(C1)NC(=O)C=1C=CC(=C3C=NC(=NC13)OC)N1C[C@H](N([C@H](C1)C)C(=O)OC(C)(C)C)C)C=C(N2)C tert-butyl (2R,6S)-4-[8-[(8-cyano-2-methyl-imidazo[1,2-a]pyridin-6-yl)carbamoyl]-2-methoxy-quinazolin-5-yl]-2,6-dimethyl-piperazine-1-carboxylate